N-(((2R,3S,4R,5S)-5-(4-Aminopyrrolo[2,1-f][1,2,4]triazin-7-yl)-3,4-dihydroxytetrahydrofuran-2-yl)methyl)-[1,1-biphenyl]-3-sulfonamide NC1=NC=NN2C1=CC=C2[C@H]2[C@@H]([C@@H]([C@H](O2)CNS(=O)(=O)C=2C=C(C=CC2)C2=CC=CC=C2)O)O